(S)-2-(pyrrolidin-3-yloxy)-5-(trifluoromethyl)pyridine hydrochloride Cl.N1C[C@H](CC1)OC1=NC=C(C=C1)C(F)(F)F